(5-methyl-2-oxo-1,3-dioxol-4-yl)methylcarbonyl chloride CC1=C(OC(O1)=O)CC(=O)Cl